FC(C(=O)O)(F)F.FC(C(=O)O)(F)F.N1=C(C=CC=C1)N1C[C@@H]2CNC[C@H]2C1 (3aS,6aS)-2-(pyridin-2-yl)octahydropyrrolo[3,4-c]pyrrole bis(2,2,2-trifluoroacetate)